C(C)C1(NC(NC=C1)=O)N 4-ethylcytosine